4-diethylamino-2-butynylphenylcyclohexylglycolate hydrochloride Cl.C(C)N(C1=CC(=C(C=C1)C(C(=O)O)(O)C1CCCCC1)C#CCC)CC